dimethylsilylene(2,3,5-trimethylcyclopentadienyl)(2',3',5'-trimethylcyclopentadienyl)zirconium dichloride [Cl-].[Cl-].C[Si](=[Zr+2](C1C(=C(C=C1C)C)C)C1C(=C(C=C1C)C)C)C